N1(CCNCCC1)CC=1C=CC2=C(SC(=C2)C(=O)NC=2C=C(C=CC2F)NC(=O)C2=CC3=C(OCCO3)C=C2)C1 N-(3-(6-((1,4-diazepan-1-yl)methyl)benzo[b]thiophene-2-carboxamido)-4-fluorophenyl)-2,3-dihydrobenzo[b][1,4]dioxine-6-carboxamide